ClC1=CC=C2C(=N1)N(C=C2C=2C=C1C=NN(C1=CC2)C(=O)OC(C)(C)C)COCC[Si](C)(C)C tert-butyl 5-(6-chloro-1-((2-(trimethylsilyl)ethoxy)methyl)-1H-pyrrolo[2,3-b]pyridin-3-yl)-1H-indazole-1-carboxylate